(S)-N-(4-chloro-2-fluorophenyl)-N-(3-(dimethylamino)propyl)-1-(6-methyl-4-(trifluoromethyl)pyridin-2-yl)pyrrolidine-2-carboxamide ClC1=CC(=C(C=C1)N(C(=O)[C@H]1N(CCC1)C1=NC(=CC(=C1)C(F)(F)F)C)CCCN(C)C)F